2-Sec-butyl-2-thiazoline C(C)(CC)C=1SCCN1